N-((S)-4-methyl-1-oxo-1-(((S)-3-oxo-1-((S)-2-oxopyrrolidin-3-yl)-4-(trifluoromethoxy)butan-2-yl)amino)pentan-2-yl)-5-oxaspiro[2.4]heptane-6-carboxamide CC(C[C@@H](C(N[C@@H](C[C@H]1C(NCC1)=O)C(COC(F)(F)F)=O)=O)NC(=O)C1OCC2(CC2)C1)C